NC=1N=CC2=C(N1)C(NC(=C2)C=2C=C(C=CC2C)NC(C2=CC(=CC=C2)C(F)(F)F)=O)=O N-(3-(2-amino-8-oxo-7,8-dihydropyrido[3,4-d]pyrimidin-6-yl)-4-methylphenyl)-3-(trifluoromethyl)benzamide